N1(C=NC=C1)C=1C=C(CN(C2=CC(=CC=C2)CN2CCN(CC2)C)CC2=CC(=CC=C2)OC)C=CC1 N-(3-(1H-imidazol-1-yl)benzyl)-N-(3-methoxybenzyl)-3-((4-methylpiperazin-1-yl)methyl)aniline